(2S)-N-(4-(cyclopropylamino)-3,4-dioxo-1-((S)-2-oxopyrrolidin-3-yl)butan-2-yl)-2-((S)-3-(2-(difluoromethoxy)phenyl)pentanamido)-4,4-dimethylpentanamide C1(CC1)NC(C(C(C[C@H]1C(NCC1)=O)NC([C@H](CC(C)(C)C)NC(C[C@H](CC)C1=C(C=CC=C1)OC(F)F)=O)=O)=O)=O